NC=1C2=C(N=CN1)N(C(=C2C2=CC(=C(C=C2)Cl)C)C#CC2CN(C2)[C@@H]2[C@@H](CN(CC2)C(C=C)=O)O)C(C)C 1-((3R,4S)-4-(3-((4-amino-5-(4-chloro-3-methylphenyl)-7-isopropyl-7H-pyrrolo[2,3-d]pyrimidin-6-yl)ethynyl)azetidin-1-yl)-3-hydroxypiperidin-1-yl)prop-2-en-1-one